NC1=NNC2=CC=C(C=C12)[C@@H]1N(C[C@H](CC1)C)C(C(=O)NC=1C=NC(=C(C1)C)C)=O 2-[(2R,5S)-2-(3-amino-1H-indazol-5-yl)-5-methyl-1-piperidyl]-N-(5,6-dimethyl-3-pyridyl)-2-oxo-acetamide